1-(4-(3-(4-fluorophenyl)-1-tosyl-1H-pyrrolo[2,3-b]pyridin-5-yl)benzyl)piperidin-3-ol FC1=CC=C(C=C1)C1=CN(C2=NC=C(C=C21)C2=CC=C(CN1CC(CCC1)O)C=C2)S(=O)(=O)C2=CC=C(C)C=C2